2-octyl-1-dodecyl phosphate magnesium salt [Mg+2].P(=O)(OCC(CCCCCCCCCC)CCCCCCCC)([O-])[O-]